S(=O)(=O)(C1=C(C(=C(C(=C1F)F)SCCCC(C(F)(F)F)(F)F)F)F)C1=C(C(=C(C(=C1F)F)SCCCC(C(F)(F)F)(F)F)F)F (sulfonylbis(2,3,5,6-tetrafluoro-4,1-phenylene))bis((4,4,5,5,5-pentafluoropentyl)sulfane)